CC1=C2C(=NC(=C1)NC1=NN3C(C=C(C=C3)C=3N(N=CC3OC[C@@H]3N(CC3)C)C)=C1)CCC2 N-(4-methyl-6,7-dihydro-5H-cyclopenta[b]pyridin-2-yl)-5-[2-methyl-4-[[(2R)-1-methylazetidin-2-yl]methoxy]pyrazol-3-yl]pyrazolo[1,5-a]pyridin-2-amine